C1(CC1)C=1C=CN2C=C(C(C(=C2C1)C1=CC2=C(OC(O2)(F)F)C=C1)=O)C1=CC2=C(N(N=C2C=C1)C)C=1N(N=CC1)C 8-cyclopropyl-1-(2,2-difluoro-1,3-benzodioxol-5-yl)-3-[2-methyl-3-(2-methylpyrazol-3-yl)indazol-5-yl]quinolizin-2-one